tert-Butyldimethyl(2-([trans-2-(4,4,5,5-tetramethyl-1,3,2-dioxaborolan-2-yl)cyclopropyl])ethoxy)silane C(C)(C)(C)[Si](OCC[C@H]1[C@@H](C1)B1OC(C(O1)(C)C)(C)C)(C)C